COC1=C2C(N(C(=NC2=CC=C1)C)C1=CC=C(C=C1)CC(=S)N)=O (4-(5-methoxy-2-methyl-4-oxoquinazolin-3(4H)-yl)phenyl)thioacetamide